2-(2-(tert-butyl)phenoxy)-N-(4-hydroxyphenyl)acetamide C(C)(C)(C)C1=C(OCC(=O)NC2=CC=C(C=C2)O)C=CC=C1